OCC1(C(NCC1)=O)NC(=O)C=1N(N=C2C=CC(=CC12)OCC=1C(=NC=CC1)C(F)(F)F)C N-[3-(hydroxymethyl)-2-oxopyrrolidin-3-yl]-2-methyl-5-{[2-(trifluoromethyl)pyridin-3-yl]methoxy}-2H-indazole-3-carboxamide